[Br-].[Br-].[Br-].C(C)O[Hf+3] ethyloxyhafnium tribromide